3-chloro-N-(6-(2-chloro-5-fluorophenyl)-8-oxo-7,8-dihydro-6H-[1,3]dioxolo[4,5-e]isoindol-5-yl)-5-fluorobenzamide ClC=1C=C(C(=O)NC=2C=C3C(=C4C(NC(C24)C2=C(C=CC(=C2)F)Cl)=O)OCO3)C=C(C1)F